ClC1=CC=C(N=N1)NC(CO)(C)C 2-((6-Chloropyridazin-3-yl)amino)-2-methylpropan-1-ol